1-methyl-5-n-butylbarbituric acid CN1C(=O)NC(=O)C(C1=O)CCCC